N=1ON=C2C1C=CC(=C2)COC2=C(CN[C@H](CO)C(=O)O)C=C(C(=C2)OCC=2C(=C(C=CC2)C2=CC=CC=C2)Br)F (2-(benzo[c][1,2,5]oxadiazol-5-ylmethoxy)-4-((2-bromo-[1,1'-biphenyl]-3-yl)methoxy)-5-fluorobenzyl)-D-serine